(3r,5s,6r)-5-fluoro-6-(5-(3-cis-(trifluoromethoxy)cyclobutyl)-1,3,4-oxadiazol-2-yl)tetrahydro-2H-pyran-3-amine F[C@H]1C[C@H](CO[C@@H]1C=1OC(=NN1)C1(CCC1)OC(F)(F)F)N